C(C)OC(=O)C=1C(=CC2N=C(C=3N(C2C1)C=NC3F)NC(=O)OC(C)(C)C)F.FC=3C=C(/C=C/C1=NC=CC2=CC=CC=C12)C=C(C3)F (E)-1-(3,5-difluorostyryl)isoquinoline Ethyl-4-(tert-butoxycarbonylamino)-3,7-difluoro-5a,9a-dihydroimidazo[1,5-a]quinoxaline-8-carboxylate